C(C)(C)(C)C=1C=CC=2N(C3=CC=C(C=C3C2C1)C(C)(C)C)C1=CC=C(C=C1)C1=CC=2C(C3=CC(=CC=C3N(C2C=C1)C1=C2N=CC=NC2=C(C=C1)N1C=2C=CC(=CC2C(C2=CC(=CC=C12)C1=CC=C(C=C1)N1C2=CC=C(C=C2C=2C=C(C=CC12)C(C)(C)C)C(C)(C)C)(C)C)C1=CC=C(C=C1)N1C2=CC=C(C=C2C=2C=C(C=CC12)C(C)(C)C)C(C)(C)C)C1=CC=C(C=C1)N1C2=CC=C(C=C2C=2C=C(C=CC12)C(C)(C)C)C(C)(C)C)(C)C 5,8-bis(2,7-bis(4-(3,6-di-tert-butyl-9H-carbazole-9-yl)phenyl)-9,9-dimethylacridine-10(9H)-yl)quinoxaline